(2s,5r)-5-(hydroxymethyl)-4-(4-methoxybenzyl)piperazine-1,2-dicarboxylic acid 1-(tert-butyl) 2-methyl ester COC(=O)[C@H]1N(C[C@@H](N(C1)CC1=CC=C(C=C1)OC)CO)C(=O)OC(C)(C)C